5-chloro-2-(3-tert-butyl-2-hydroxy-5-methylphenyl)-2H-benzotriazol ClC1=CC=2C(=NN(N2)C2=C(C(=CC(=C2)C)C(C)(C)C)O)C=C1